C(C)N1CCN(CC1)C1=CC(=NC=N1)N1CCC2(CCN(C2)C(C=C)=O)CC1 1-(8-(6-(4-Ethylpiperazin-1-yl)pyrimidin-4-yl)-2,8-diazaspiro[4.5]decan-2-yl)prop-2-en-1-one